C[C@H]1N(CCOC1)C=1C2=C(N=C(N1)C#CC=1N(C=C(N1)C1=CC=CC=C1)C)CN(CC2)C(=O)OC(C)(C)C tert-Butyl 4-[(3R)-3-methylmorpholin-4-yl]-2-[2-(1-methyl-4-phenyl-imidazol-2-yl)ethynyl]-6,8-dihydro-5H-pyrido[3,4-d]pyrimidine-7-carboxylate